tert-butyl 4-(4-bromo-3-fluorobenzoyl)-2-methylpiperazine-1-carboxylate BrC1=C(C=C(C(=O)N2CC(N(CC2)C(=O)OC(C)(C)C)C)C=C1)F